CN1N=CC2=C1NC1=C(N(C2)C(=O)C2=CC=CC3=CC=CC=C23)C=CC=C1 (1-methyl-4,10-dihydrobenzo[b]pyrazolo[3,4-e][1,4]diazepin-5(1H)-yl)(naphthalen-1-Yl)methanone